3-(6-methoxypyridazin-3-yl)-2,4-dicarbonylthiophene COC1=CC=C(N=N1)C1C(SCC1=C=O)=C=O